N1(CCN(CCNCC1)CC(=O)O)CC(=O)O (1,4,7-triazonane-1,4-diyl)diacetic acid